N-(3-fluoro-2-methoxy-phenyl)-3-oxo-butanamide FC=1C(=C(C=CC1)NC(CC(C)=O)=O)OC